FC1=C(OC2=CC3=C(N=C(N=C3)NC3=CCS(C=C3)=O)N(C2=O)C)C=CC=C1 6-(2-fluorophenoxy)-8-methyl-2-[(1-oxo-2H-thiopyran-4-yl)amino]pyrido[2,3-d]pyrimidin-7(8H)-one